7-((4-bromophenyl-benzyl)-oxy)-1,2,3,4-tetrahydroisoquinoline BrC1=CC=C(C=C1)C(C1=CC=CC=C1)OC1=CC=C2CCNCC2=C1